chromite chromium [Cr+3].[Cr](=O)([O-])[O-].[Cr](=O)([O-])[O-].[Cr](=O)([O-])[O-].[Cr+3]